FC(C1=CC(=NC=2N1N=CC2C(=O)N)C2=CC(=C(C=C2)C)C)F 7-difluoromethyl-5-(3,4-dimethylphenyl)pyrazolo[1,5-a]pyrimidine-3-carboxamide